The molecule is an O-acylcarnitine having (2E,5Z,7E)-decatrienoyl as the acyl substituent. It has a role as a mouse metabolite. It derives from a carnitine. CC/C=C/C=C\\C/C=C/C(=O)OC(CC(=O)[O-])C[N+](C)(C)C